N-[(1R)-1-[3-(Cyclopropylmethoxy)-5-methoxy-phenyl]ethyl]-5-[(1R,5S)-3,8-diazabicyclo[3.2.1]octan-3-yl]-2-methyl-benzamide C1(CC1)COC=1C=C(C=C(C1)OC)[C@@H](C)NC(C1=C(C=CC(=C1)N1C[C@H]2CC[C@@H](C1)N2)C)=O